5-[4-[(3S)-1-(3-Fluoropropyl)pyrrolidin-3-yl]oxyphenyl]-4-(1H-indol-4-yl)-9-methyl-2,3-dihydro-1-benzoxepin-8-ol FCCCN1C[C@H](CC1)OC1=CC=C(C=C1)C1=C(CCOC2=C1C=CC(=C2C)O)C2=C1C=CNC1=CC=C2